FC=1C=C(C(=O)NC)C=C(C1)CN1C(C2=CC=C(C=C2C=C1)C=1C(=NOC1)C)=O 3-Fluoro-N-methyl-5-((6-(3-methylisoxazol-4-yl)-1-oxoisoquinolin-2(1H)-yl)methyl)benzamide